copper acetate, monohydrate O.C(C)(=O)[O-].[Cu+2].C(C)(=O)[O-]